N-(1-(4-methoxybenzyl)-3-methylazepan-3-yl)-2-methylpropane-2-sulfinamide COC1=CC=C(CN2CC(CCCC2)(C)NS(=O)C(C)(C)C)C=C1